Ethyl dioxo-5,7-diazaspiro[3.4]octane-2-carboxylate O=C1C(C(C12NCNC2)=O)C(=O)OCC